1,3,5-tri(2-hydroxyethyl)cyanuric acid OCCN1C(=O)N(C(=O)N(C1=O)CCO)CCO